tert-butyl 3-(6-amino-3-fluoro-5,6,7,8-tetrahydronaphthalen-2-yl)-3,8-diazabicyclo[3.2.1]octane-8-carboxylate NC1CC=2C=C(C(=CC2CC1)N1CC2CCC(C1)N2C(=O)OC(C)(C)C)F